N1=CC=2N=CN=C3C=CC=C1C23 azolo[3,4,5-de]quinazoline